C(C)(C)(C)N(C(\C=C\C(=O)O)=O)CC1=CC=CC=C1 N-tertiary butyl-N-benzyl-fumaric acid amide